4-tert-butyl-N-[2-methyl-3-[4-methyl-5-oxo-6-[4-(piperazine-1-carbonyl)anilino]pyrazin-2-yl]phenyl]benzamide C(C)(C)(C)C1=CC=C(C(=O)NC2=C(C(=CC=C2)C=2N=C(C(N(C2)C)=O)NC2=CC=C(C=C2)C(=O)N2CCNCC2)C)C=C1